[OH-].FC(C=1C=C(C=CC1)[N+](C)(C)C)(F)F 3-(trifluoromethyl)phenyl-trimethylammonium hydroxide